γ-Mercaptopropyltrimethoxysilan SCCC[Si](OC)(OC)OC